C1(CC1)N(C(OC(C)(C)C)=O)C1CCN(CC1)C1=C2C=CN=NC2=C(C=C1)C(NC=1C=C(C=2N(C1)C=C(N2)C)NS(=O)(=O)C)=O tert-butyl N-cyclopropyl-N-[1-[8-[[8-(methanesulfonamido)-2-methyl-imidazo[1,2-a]pyridin-6-yl]carbamoyl]cinnolin-5-yl]-4-piperidyl]carbamate